N-methyl-6-oxo-5-(trifluoromethyl)-1,6-dihydropyridine-3-carboxamide CNC(=O)C1=CNC(C(=C1)C(F)(F)F)=O